NC(CNCCCCCN)C N-(2-aminopropyl)-1,5-pentanediamine